NC1=C2N=C(N(C2=NC(=N1)OCC)CC1=C(C=C(C=C1)CNCC1=CC=C(C=C1)CN1CCOCC1)OC)O 6-amino-2-ethoxy-9-(2-methoxy-4-(((4-(morpholinomethyl)-benzyl)amino)-methyl)benzyl)-9H-purin-8-ol